(S)-2-amino-3-hydroxy-N-methyl-N-(m-tolyl)propionamide N[C@H](C(=O)N(C=1C=C(C=CC1)C)C)CO